4-[[4-cyclopropyl-2-fluoro-6-[2-methoxy-4-(trifluoromethoxy)phenoxy]benzoyl]amino]pyridine-2-carboxamide C1(CC1)C1=CC(=C(C(=O)NC2=CC(=NC=C2)C(=O)N)C(=C1)OC1=C(C=C(C=C1)OC(F)(F)F)OC)F